C(C)(C)(C)OC(=O)N1CCC(CC1)C1=C(C=C(C=C1)NC1C(NC(CC1)=O)=O)C(F)F.Cl.FC(C=1C=C(NC2C(NC(CC2)=O)=O)C=CC1C1CCNCC1)F 3-[3-(difluoromethyl)-4-(4-piperidyl)anilino]piperidine-2,6-dione hydrochloride tert-Butyl-4-[2-(difluoromethyl)-4-[(2,6-dioxo-3-piperidyl)amino]phenyl]piperidine-1-carboxylate